COC(=O)C1=CC=NC2=CC=C(C=C12)[C@@](C)(O)C1=NC=CC=C1F |r| Racemic-(R)-6-(1-(3-fluoropyridin-2-yl)-1-hydroxyethyl)quinoline-4-carboxylic acid methyl ester